(R)-7-octene-1,2-diol C([C@@H](CCCCC=C)O)O